N(=[N+]=[N-])CCOCCOC1=[N+](C2=C(N1CC1=CC=CC=C1)C=CC=C2)CC2=CC=CC=C2 2-(2-(2-azidoethoxy)ethoxy)-1,3-dibenzyl-1H-benzo[d]imidazol-3-ium